(E)-3-(3-(2-(5-chloro-1H-indole-2-carbonyl)hydrazino)-3-oxoprop-1-en-1-yl)-1-ethylpyridine ClC=1C=C2C=C(NC2=CC1)C(=O)NNC(/C=C/C=1CN(C=CC1)CC)=O